(3s,4r)-4-((5-chloro-4-(8-fluoro-3-(2-hydroxypropan-2-yl)-4-methylquinolin-6-yl)pyrimidin-2-yl)amino)tetrahydro-2H-pyran-3-ol ClC=1C(=NC(=NC1)N[C@H]1[C@@H](COCC1)O)C=1C=C2C(=C(C=NC2=C(C1)F)C(C)(C)O)C